FC1=C(CC(CNC(=O)C=2NC(C=CN2)=O)(CC)F)C=CC(=C1)F N-(2-(2,4-difluorobenzyl)-2-fluorobutyl)-6-oxo-1,6-dihydropyrimidine-2-carboxamide